ClC=1C=C(C(=O)N2CC=3C(=NN4C3C(N(C[C@H]4C)[C@@H](C)C4=NC=CC=C4)=O)C[C@H]2C)C=CC1Cl |o1:18| (3R,7R)-2-(3,4-dichlorobenzoyl)-3,7-dimethyl-9-((S*)-1-(pyridin-2-yl)ethyl)-1,2,3,4,8,9-hexahydropyrido[4',3':3,4]pyrazolo[1,5-a]pyrazin-10(7H)-one